(E)-6'-(2-propoxyphenyl)-5'-Methyl-5-(6-fluoropyridin-3-yl)-3-styryl-2,3':6',3''-terpyridine C(CC)OC1=C(C=CC=C1)C1(C(=CC(=CN1)C1=NC=C(C=C1\C=C\C1=CC=CC=C1)C=1C=NC(=CC1)F)C)C=1C=NC=CC1